ClC1=C(C(=CC=C1)Cl)S(=O)(=O)N[C@@H](CCSC)C(=O)O ((2,6-dichlorophenyl)sulfonyl)methionine